dipyrrolo[1,2-c:2',1'-f][1,3,2]diazaborinin C1=CCN2BN3C(C=C21)=CC=C3